N1C=CC2=C(C=CC=C12)CN1C=C(C=C(C1=O)C(NC)=O)C(=O)O 1-((1H-indol-4-yl)methyl)-5-(methylcarbamoyl)-6-oxo-1,6-dihydropyridine-3-carboxylic acid